C1(CC1)C1=C(C=C(C(=C1)I)C)NC1=CC=C2C(=N1)C(=NN2C)OC2CC(C(CC2)C(=O)OCC[Si](C)(C)C)(C)C 2-(trimethylsilyl)ethyl 4-((5-((2-cyclopropyl-4-iodo-5-methylphenyl)amino)-1-methyl-1H-pyrazolo[4,3-b]pyridin-3-yl)oxy)-2,2-dimethylcyclohexane-1-carboxylate